3-[[(1,3-benzodioxol-5-ylamino)carbonyl]amino]-4-[4-[bis-(4-fluorophenyl)methyl]-1-piperazinyl]-benzamide O1COC2=C1C=CC(=C2)NC(=O)NC=2C=C(C(=O)N)C=CC2N2CCN(CC2)C(C2=CC=C(C=C2)F)C2=CC=C(C=C2)F